bis(4-carboxyphenyl)(4-trifluoromethylphenyl)phosphine C(=O)(O)C1=CC=C(C=C1)P(C1=CC=C(C=C1)C(F)(F)F)C1=CC=C(C=C1)C(=O)O